C(C)OC1=C(C=C(C=N1)C1=NC(=C(C(=C1)N(C)CC1(CCC1)COC)N)N)C(F)(F)F 6'-Ethoxy-N4-{[1-(methoxymethyl)cyclobutyl]methyl}-N4-methyl-5'-(trifluoromethyl)[2,3'-bipyridin]-4,5,6-triamine